O=C1N(CCC(N1)=O)C=1C=C(C(=O)N2CCN(CC2)CC2CCN(CC2)NC(OC(C)(C)C)=O)C=CC1 tert-butyl (4-((4-(3-(2,4-dioxotetrahydropyrimidin-1(2H)-yl)benzoyl)piperazin-1-yl)methyl)piperidin-1-yl)carbamate